C(C)(C)(C)C1=C(C(=O)O)C=CC(=C1)NC([C@H](CC1=CC=CC=C1)N1N=C(C(=CC1=O)C1=C(C=CC(=C1)F)C(C)=O)OC)=O tert-butyl-(S)-4-(2-(4-(2-acetyl-5-fluorophenyl)-3-methoxy-6-oxopyridazin-1(6H)-yl)3-phenylpropanamido)benzoic acid